2-(6-amino-5-[[3-(aminomethyl)bicyclo[1.1.1]pentan-1-yl]methoxy]pyridazin-3-yl)phenol NC1=C(C=C(N=N1)C1=C(C=CC=C1)O)OCC12CC(C1)(C2)CN